O1CCOC2=C1C=CC(=C2)S(=O)(=O)N2N=C1C(=C2)CN(C1)C([C@@](CO)(C1=NC=CC=C1)C)=O (2R)-1-[2-(2,3-dihydro-1,4-benzodioxine-6-sulfonyl)-2H,4H,5H,6H-pyrrolo[3,4-c]pyrazol-5-yl]-3-hydroxy-2-methyl-2-(pyridin-2-yl)propan-1-one